C=C(C(=O)OC1CN(C1)C(C)=O)CC(N[C@@H](C)C1=NC=C(C=C1)C(F)(F)F)=O 1-acetylazetidin-3-yl (S)-2-methylene-4-oxo-4-((1-(5-(trifluoromethyl)pyridin-2-yl)ethyl)amino)butanoate